NC1=NC=CC(=C1)C[C@@H]1[C@H](N(C1=O)C(=O)N[C@H](CC)C1=CC(=C(C(=C1)F)F)F)C(=O)N(C)C=1C=NN(C1)C (2S,3R)-3-((2-aminopyridin-4-yl)methyl)-N2-(1-methyl-1H-pyrazol-4-yl)-N1-((R)-1-(3,4,5-trifluorophenyl)propyl)-N2-methyl-4-oxoazetidine-1,2-dicarboxamide